tert-butyl (R)-3-(4-((6-((R)-3-(2,3-difluorophenyl)isoxazolidin-2-yl)pyrimidin-4-yl)amino)phenyl)isoxazolidin-2-carboxylate FC1=C(C=CC=C1F)[C@@H]1N(OCC1)C1=CC(=NC=N1)NC1=CC=C(C=C1)[C@@H]1N(OCC1)C(=O)OC(C)(C)C